FC1=C(C=C(C=C1)NC(CN1CC2C(C1)COC2)=O)NC(=O)C=2C=NN1C2C=NC(=C1)C=1C=NN(C1)C N-(2-fluoro-5-(2-(tetrahydro-1H-furo[3,4-c]pyrrol-5(3H)-yl)acetamido)phenyl)-6-(1-methyl-1H-pyrazol-4-yl)pyrazolo[1,5-a]pyrazine-3-carboxamide